benzyl (2-(2-(2-(2-(((3R,4R,5R,6R)-3-acetamido-4,5-dihydroxy-6-((4-(3-methoxyphenyl)-1H-1,2,3-triazol-1-yl)methyl)tetrahydro-2H-pyran-2-yl)oxy)ethoxy)ethoxy)ethoxy)ethyl)-carbamate C(C)(=O)N[C@H]1C(O[C@@H]([C@@H]([C@@H]1O)O)CN1N=NC(=C1)C1=CC(=CC=C1)OC)OCCOCCOCCOCCNC(OCC1=CC=CC=C1)=O